1-(1H-benzo[d]imidazol-2-yl)-3-(4-(trifluoromethyl)phenyl)urea N1C(=NC2=C1C=CC=C2)NC(=O)NC2=CC=C(C=C2)C(F)(F)F